pyridyl disulfate S(=O)(=O)(OC1=NC=CC=C1)OS(=O)(=O)[O-]